para-vinylphenylboronic acid C(=C)C1=CC=C(C=C1)B(O)O